C1(=CC=CC=C1)N(C(C)=O)C1=NC=CC=C1 N-phenyl-N-(pyridin-2-yl)acetamide